CN(C(=O)C1=NC(=CN=C1)C1=CC=C(C=C1)C(F)(F)F)C1=NOC(=C1)C N-methyl-N-(5-methylisoxazol-3-yl)-6-(4-(trifluoromethyl)phenyl)pyrazine-2-carboxamide